5-(4-methyl-1H-imidazol-1-yl)-2-(3-{3-[(prop-2-yl)amino]pyrrolidin-1-yl}-1,2,4-triazin-6-yl)phenol hydrochloride Cl.CC=1N=CN(C1)C=1C=CC(=C(C1)O)C1=CN=C(N=N1)N1CC(CC1)NC(C)C